3-[2-((1R,2S)-2-amino-cyclohexylamino)-5-difluoromethyl-pyrido[4,3-d]pyrimidin-8-yl]-1H-indole-6-carbonitrile N[C@@H]1[C@@H](CCCC1)NC=1N=CC2=C(N1)C(=CN=C2C(F)F)C2=CNC1=CC(=CC=C21)C#N